2-((3-chloro-4-fluorophenyl)((2,3-dihydro-1H-inden-2-yl)oxy)methyl)-5-methyl-4-(methylsulfonyl)-1H-imidazole ClC=1C=C(C=CC1F)C(C=1NC(=C(N1)S(=O)(=O)C)C)OC1CC2=CC=CC=C2C1